5-((4-((4-Bromothiazol-2-yl)methyl)-6-fluoro-1H-indol-5-yl)oxy)-2-fluorobenzonitrile BrC=1N=C(SC1)CC1=C2C=CNC2=CC(=C1OC=1C=CC(=C(C#N)C1)F)F